5-nitro-3-(4-oxocyclohexyl)-2,3-dihydrobenzo[b][1,4]oxathiine-7-sulfonamide [N+](=O)([O-])C1=CC(=CC=2OCC(SC21)C2CCC(CC2)=O)S(=O)(=O)N